C(C1=CC=CC=C1)OC1CCC(CC1)(C(=O)N[C@@H](CC=C)C1=CC=CC=C1)O (S)-4-(benzyloxy)-1-hydroxy-N-(1-phenylbut-3-en-1-yl)cyclohexane-1-carboxamide